N1C(CC2=CC=CC=C12)=O indoline-2-one